dicholine citrate C(CC(O)(C(=O)[O-])CC(=O)[O-])(=O)[O-].OCC[N+](C)(C)C.OCC[N+](C)(C)C.OCC[N+](C)(C)C